FC(C1=CC=C(C=C1)S(=O)(=O)O)(F)F p-trifluoromethylbenzenesulfonic acid